BrC=1C(=NC=CC1)CC1N(C(C2=CC=CC=C12)=O)CC1=CC(=NC=C1)F 3-[(3-bromo-2-pyridyl)methyl]-2-[(2-fluoro-4-pyridyl)methyl]isoindolin-1-one